ethyl 4-(4-bromo-2-fluorophenoxy)-5-methylthiazole-2-carboxylate BrC1=CC(=C(OC=2N=C(SC2C)C(=O)OCC)C=C1)F